OC1=CC=C(C=C1)C=1C(=NNN1)C#N 5-(4-hydroxyphenyl)-2H-1,2,3-triazole-4-carbonitrile